NC1=CC(=NN1C)C1=C2C=CC(=NC2=CC=C1)C(=O)OC methyl 5-(5-amino-1-methyl-1H-pyrazol-3-yl)quinoline-2-carboxylate